N[C@@]1(C[C@H]([C@H](C1)[18F])F)C(=O)O (1R,3R,4S)-1-amino-3-fluoro-4-[18F]fluorocyclopentane-1-carboxylic acid